O1CCN(CC1)C1=CC=C(C=C1)NC1=NC=CC(=N1)C1=CC=C(C(=O)NCC2=CC=NC=C2)C=C1 4-(2-(4-morpholinophenyl-amino)pyrimidin-4-yl)-N-(pyridin-4-ylmethyl)benzamide